NC1=NC=C(C#N)C(=C1)OC1CCOCC1 6-amino-4-((tetrahydro-2H-pyran-4-yl)oxy)nicotinonitrile